beta-ethyl-ethylenediamine CCNCCN